OC1=C(C=CC(=C1)O)C(C=CC=1C=CC(=C(C1)C=1C(=CC(=C(C1)C(C=CC1=CC=C(C=C1)O)=O)O)O)O)=O 1-[5-[5-[3-(2,4-Dihydroxyphenyl)-3-oxoprop-1-enyl]-2-hydroxyphenyl]-2,4-dihydroxyphenyl]-3-(4-hydroxyphenyl)prop-2-en-1-one